C(C)(C)(C)OC(=O)N(C(OC(C)(C)C)=O)CCCCCO tert-butyl (tert-butoxycarbonyl)(5-hydroxypentyl)carbamate